(3S)-3-{4-[(4-fluoropiperidin-1-yl)methyl]phenyl}-2,3-dihydro[1,4]dioxino[2,3-b]pyridine FC1CCN(CC1)CC1=CC=C(C=C1)[C@H]1COC=2C(=NC=CC2)O1